C1N(CC12CNCCC2)C2=NN=CS2 5-(2,6-diazaspiro[3.5]nonan-2-yl)-1,3,4-thiadiazole